6-(2,2,2-trifluoroethyl)pyridin-3-amine FC(CC1=CC=C(C=N1)N)(F)F